(R)-3-butyl-2-(4-methoxybenzyl)-7-(methylthio)-1,1-dioxido-5-phenyl-2,3,4,5-tetrahydro-1,2,5-benzothiadiazepin-8-yl trifluoromethanesulfonate FC(S(=O)(=O)OC1=CC2=C(N(C[C@H](N(S2(=O)=O)CC2=CC=C(C=C2)OC)CCCC)C2=CC=CC=C2)C=C1SC)(F)F